2-cyano-N-{5-[1-(4-ethylphenyl)-1H-pyrazol-4-yl]-1H-indol-3-yl}acetamide C(#N)CC(=O)NC1=CNC2=CC=C(C=C12)C=1C=NN(C1)C1=CC=C(C=C1)CC